N1(CCCCC1)S(=O)(=O)C=1C=C(C=CC1)B(O)O 3-(piperidine-1-ylsulfonyl)phenylboronic acid